tert-butyl 8-(4,4,5,5-tetramethyl-1,3,2-dioxaborolan-2-yl)-2,3-dihydro-4H-benzo[b][1,4]oxazine-4-carboxylate CC1(OB(OC1(C)C)C1=CC=CC2=C1OCCN2C(=O)OC(C)(C)C)C